CS(=O)(=O)C1=CC(=C(C(=O)C2C(CCCC2=O)=O)C=C1)[N+](=O)[O-] 2-[4-(methylsulfonyl)-2-nitrobenzoyl]cyclohexane-1,3-dione